C(CN([C@@H](CCC(=O)O)C(=O)O)CC(=O)[O-])(=O)[O-].[K+].[K+] potassium glutamic acid diacetate